[Si](C)(C)(C(C)(C)C)O[C@H](C(=O)OCC)C ethyl (S)-2-((tert-butyldimethylsilyl)oxy)propanoate